N1=NC(=NN=C1)C1=CC=C(CN(CC2=CC=C(C=C2)F)C)C=C1 N-(4-(1,2,4,5-tetrazin-3-yl)benzyl)-1-(4-fluorophenyl)-N-methylmethanamine